6-amino-1,3,5-benzenetriol NC1=C(C=C(C=C1O)O)O